5-methyl-7-[3-(1-methyl-1H-imidazol-2-yl)azetidin-1-yl]-4-oxo-1-(1,2,4-thiadiazol-5-yl)-1,4-dihydro-1,8-naphthyridine-3-carboxylic acid CC1=C2C(C(=CN(C2=NC(=C1)N1CC(C1)C=1N(C=CN1)C)C1=NC=NS1)C(=O)O)=O